methyl 8-bromo-2-methyl-4,5-dihydrobenzo[b]thieno[2,3-d]oxepine-9-carboxylate BrC=1C(=CC2=C(OCCC3=C2SC(=C3)C)C1)C(=O)OC